2-[4-([3-[(tert-butoxycarbonyl)amino]piperidin-2-yl]methoxy)cyclohex-1-en-1-yl]-3-fluorophenoxyacetic acid C(C)(C)(C)OC(=O)NC1C(NCCC1)COC1CC=C(CC1)C1=C(OCC(=O)O)C=CC=C1F